C(CCCCCCC(=O)OCCCCCCCCCCCCCCCCCC)(=O)OCCCCCCCCCCCCCCCCCC Distearyl suberate